ClC=1C(=C(C=C(C1)C1=NC(=NC=C1)CCN1CCSCC1)OC)NC1=C(C=CC=C1)C(NC)=O 4-((5-chloro-4-((2-(methylcarbamoyl)phenyl)amino)-3-methoxyphenyl)pyrimidin-2-yl)ethyl-thiomorpholine